BrC1=CN(C(C2=CC=CC=C12)=O)C 4-Bromo-2-methyl-2H-isoquinolin-1-one